P(=O)([O-])([O-])[O-].[In+3] Indium phosphat